NC=1C2=C(N(C(N1)=O)C1=C(C(=CC=C1)F)Cl)N=C(C=C2)C2CC2 (-)-4-amino-1-(2-chloro-3-fluorophenyl)-7-cyclopropylpyrido[2,3-d]pyrimidin-2(1H)-one